ClC=1C=C2C(=NC(=NC2=C(C1C1=CC=CC=2CCCCC12)F)OCC12CCCN2CCC1)N1[C@H]2CCN([C@@H]2C1)C(C=C)=O 1-((1R,5S)-6-(6-chloro-8-fluoro-2-((tetrahydro-1H-pyrrolizin-7a(5H)-yl)methoxy)-7-(5,6,7,8-tetrahydronaphthalen-1-yl)quinazolin-4-yl)-2,6-diazabicyclo[3.2.0]hept-2-yl)prop-2-en-1-one